4-(1,3-dioxoisoindolin-2-yl)butanenitrile O=C1N(C(C2=CC=CC=C12)=O)CCCC#N